FC=1C=CC=C2C(N3C(=NC12)C(C1=CC(=CC=C13)[N+](=O)[O-])=O)=O 4-fluoro-8-nitroindolo[2,1-b]quinazoline-6,12-dione